1-(4-thiophenylphenyl)-butane-1,2-dione-2-oxime S1C(=CC=C1)C1=CC=C(C=C1)C(C(CC)=NO)=O